BrC1=C(C=C2C(=NC(=NC2=C1F)OC[C@H]1N(CCC1)C)N1CCC(CC1)=O)CCC#N (S)-3-(7-bromo-8-fluoro-2-((1-methylpyrrolidin-2-yl)methoxy)-4-(4-oxopiperidin-1-yl)quinazolin-6-yl)propanenitrile